2-(2,6-dioxopiperidin-3-yl)-5-((5-oxo-5-(4-(4-(7-(1,2,3,6-tetrahydropyridin-4-yl)quinoxalin-2-yl)-1H-pyrazol-1-yl)piperidin-1-yl)pentyl)amino)isoindoline-1,3-dione O=C1NC(CCC1N1C(C2=CC=C(C=C2C1=O)NCCCCC(N1CCC(CC1)N1N=CC(=C1)C1=NC2=CC(=CC=C2N=C1)C=1CCNCC1)=O)=O)=O